C1OCCC12CN(CC2)C2=NC=C(C=N2)OC2=CN=C(S2)C2C1(CC2(C1)OC)C(=O)N (5-((2-(2-oxa-7-azaspiro[4.4]nonan-7-yl)pyrimidin-5-yl)oxy)thiazol-2-yl)-3-methoxybicyclo[1.1.1]pentane-1-carboxamide